N-(2-((4-amino-6-(3-methyl-4-((4-neopentyl-2-oxopiperazin-1-yl)methyl)phenyl)pyrimidin-5-yl)oxy)ethyl)-N-methylacrylamide NC1=NC=NC(=C1OCCN(C(C=C)=O)C)C1=CC(=C(C=C1)CN1C(CN(CC1)CC(C)(C)C)=O)C